4-chloro-N-methylpyridineamide ClC1=CC(=NC=C1)C(=O)NC